C(C)(C)(C)OC(=O)N1C([C@@]2(C3=CC(=CC=C13)OC)[C@@H](C2)C2=CC=C1C(=NN(C1=C2)C(=O)OC(C)(C)C)N=C(C2=CC=CC=C2)C2=CC=CC=C2)=O tert-butyl 6-((1R,2S)-1'-(tert-butoxycarbonyl)-5'-methoxy-2'-oxospiro[cyclopropane-1,3'-indolin]-2-yl)-3-((diphenylmethylene) amino)-1H-indazole-1-carboxylate